ClC=1C=C2CNC(C2=CC1OC)=O 5-chloro-6-methoxyisoindolin-1-one